4-ethoxy-3-[3-(pyrrolidin-1-yl)propoxy]aniline C(C)OC1=C(C=C(N)C=C1)OCCCN1CCCC1